4H-pyrrolo[3,4-d]isoxazole O1N=CC2=C1C=NC2